3-(5-(4-((4-fluoropiperidin-1-yl)methyl)-1-methyl-1H-pyrrolo[2,3-b]pyridin-6-yl)-1-oxoisoindolin-2-yl)piperidine-2,6-dione lignoceryl-tricosylate C(CCCCCCCCCCCCCCCCCCCCCCC)OC(CCCCCCCCCCCCCCCCCCCCCC)=O.FC1CCN(CC1)CC1=C2C(=NC(=C1)C=1C=C3CN(C(C3=CC1)=O)C1C(NC(CC1)=O)=O)N(C=C2)C